COC=1C=C2CCN(CC2=CC1OC)CN1C=NC=C1 3-((6,7-dimethoxy-3,4-dihydroisoquinolin-2(1H)-yl)methyl)imidazole